COC=1C=C(C=2N(C1)N=C(C2)C=2N=C1SC(=NN1C2)OC)OCC(=O)NCCN2CCOCC2 2-((6-methoxy-2-(2-methoxyimidazo[2,1-b][1,3,4]thiadiazol-6-yl)pyrazolo[1,5-a]pyridin-4-yl)oxy)-N-(2-morpholinoethyl)acetamide